C(N)(=O)C=1N(N=C2C1NCCC2C2CCN(CC2)C(=O)OC(C)(C)C)C2=CC=C(C=C2)OC2=CC(=CC=C2)F tert-butyl 4-{3-carbamoyl-2-[4-(3-fluorophenoxy)phenyl]-4,5,6,7-tetrahydro-2H-pyrazolo[4,3-b]pyridin-7-yl}piperidine-1-carboxylate